[Na+].[Na+].C(CCCCC)C=1C(=C(C=CC1)S(=O)(=O)[O-])OC1=C(C=CC=C1)S(=O)(=O)[O-] Hexyl(sulfophenoxy)benzenesulfonic acid disodium salt